FC1=C(CN2C(N(C(C3=C2SC(=C3CN(C)C)C3=CC=C(C=C3)N(C(=O)N)OC)=O)C=3N=NC(=CC3)OC)=O)C(=CC=C1)F N-(4-(1-(2,6-difluorobenzyl)-5-((dimethylamino)methyl)-3-(6-methoxy-3-pyridazinyl)-2,4-dioxo-1,2,3,4-tetrahydrothieno[2,3-d]pyrimidin-6-yl)phenyl)-N-methoxyurea